butyl N,N-dioctylcarbamate C(CCCCCCC)N(C(OCCCC)=O)CCCCCCCC